N-[2-(2,4-dichlorophenyl)cyclobutyl]-2-(trifluoromethyl)pyridine-3-carboxamide ClC1=C(C=CC(=C1)Cl)C1C(CC1)NC(=O)C=1C(=NC=CC1)C(F)(F)F